C(N)(OC1=CC(=CC=C1)N1C(OCC1)=O)=O (3-(2-oxooxazolidin-3-yl) phenyl) carbamate